FC(CO)(S(=O)(=O)C1=CC(=CC=C1)OC[C@H]1OC1)F (S)-2,2-difluoro-2-((3-(oxiran-2-ylmethoxy)phenyl)sulfonyl)ethanol